CC1(OB(OC1(C)C)C=1C=C(C(=O)OC)C=C(C1)C(F)(F)F)C methyl 3-(4,4,5,5-tetramethyl-1,3,2-dioxaborolan-2-yl)-5-(trifluoromethyl)benzoate